4-(4-amino-7-cyano-2-(4-(2-fluoroacrylamido)phenyl)-1H-pyrrolo[3,2-c]pyridin-3-yl)-2-methoxy-N-(2,2,2-trifluoroethyl)benzamide NC1=NC=C(C2=C1C(=C(N2)C2=CC=C(C=C2)NC(C(=C)F)=O)C2=CC(=C(C(=O)NCC(F)(F)F)C=C2)OC)C#N